4-((4-(2-(2,6-Dioxopiperidin-3-yl)-1,3-dioxoisoindoline-5-yl)piperidin-1-yl)methyl)piperidine O=C1NC(CCC1N1C(C2=CC=C(C=C2C1=O)C1CCN(CC1)CC1CCNCC1)=O)=O